C(C)(C)(C)NCCOCCOCCNC(C)(C)C 1,2-bis(tert-butylaminoethoxy)ethane